4-benzyl-2-(methoxymethyl)-7-nitro-2H-benzo[b][1,4]oxazin-3(4H)-one C(C1=CC=CC=C1)N1C2=C(OC(C1=O)COC)C=C(C=C2)[N+](=O)[O-]